BrC1=CC(=CC2=CC=CC=C12)F 1-bromo-3-fluoro-naphthalene